N2-(2-(1H-1,2,4-triazol-1-yl)ethyl)-3-fluoro-N5-(4-fluorobenzyl)-[1,1'-biphenyl]-2,5-diamine N1(N=CN=C1)CCNC=1C(=CC(=CC1F)NCC1=CC=C(C=C1)F)C1=CC=CC=C1